FC1=CC(=C(C=C1C=1C=NNC1)O)C1=NC=C(N=C1)N(C)C1C([C@@H]2CC[C@H](C1)N2)F 4-fluoro-2-(5-(((1S,5R)-2-fluoro-8-azabicyclo[3.2.1]octan-3-yl)(methyl)amino)pyrazin-2-yl)-5-(1H-pyrazol-4-yl)phenol